ClC1=C(C(=CC=C1)N1CCN(CC1)C(C)C)NC(=O)N1C[C@](CC1)(C)OC1CCCCC1 (3R)-N-[2-chloro-6-(4-isopropylpiperazin-1-yl)phenyl]-3-(cyclohexyloxy)-3-methylpyrrolidine-1-carboxamide